CN1C2=C(OC[C@@H](C1=O)NC(C1=NC=CC(=C1)OC1=CC=CC=C1)=O)C=CC(=C2)C#CC2=NC(=CC=C2)C (S)-N-(5-Methyl-7-((6-methylpyridin-2-yl)ethynyl)-4-oxo-2,3,4,5-tetrahydrobenzo[b][1,4]oxazepin-3-yl)-4-phenoxypicolinamid